9-[4-(cyclohexyloxy)phenyl]-7-fluoro-3,4-dihydropyrido[2,1-c][1,2,4]thiadiazine 2,2-dioxide C1(CCCCC1)OC1=CC=C(C=C1)C1=CC(=CN2C1=NS(CC2)(=O)=O)F